3-(morpholin-4-ylmethyl)azetidin-3-ol trifluoroacetate FC(C(=O)O)(F)F.N1(CCOCC1)CC1(CNC1)O